1-(3-fluorosulfonyloxy-4-piperazin-1-yl-phenyl)-2,4-dioxohexahydropyrimidine FS(=O)(=O)OC=1C=C(C=CC1N1CCNCC1)N1C(NC(CC1)=O)=O